methyl 2-(benzyloxy)-1-oxo-2,5-diazaspiro[3.4]octane-6-carboxylate C(C1=CC=CC=C1)ON1C(C2(C1)NC(CC2)C(=O)OC)=O